niobium (V) n-butoxide [O-]CCCC.[Nb+5].[O-]CCCC.[O-]CCCC.[O-]CCCC.[O-]CCCC